(Z)-tert-butyl (1-(3-(3-(3,5-bis(trifluoromethyl)phenyl)-1H-1,2,4-triazol-1-yl)acryloyl)-3-fluoroazetidin-3-yl)methylcarbamate FC(C=1C=C(C=C(C1)C(F)(F)F)C1=NN(C=N1)\C=C/C(=O)N1CC(C1)(F)CNC(OC(C)(C)C)=O)(F)F